3-(1,3-dicarbonyl-isoindolin-2-yl)propane-1-sulfonamide C(=O)=C1N(C(C2=CC=CC=C12)=C=O)CCCS(=O)(=O)N